benzyl 1-[2-(tert-butoxycarbonylamino)ethyl]-1-(2-tert-butoxy-2-oxo-ethyl)piperidin-1-ium-4-carboxylate C(C)(C)(C)OC(=O)NCC[N+]1(CCC(CC1)C(=O)OCC1=CC=CC=C1)CC(=O)OC(C)(C)C